(S)-3-(3-fluoro-3-(4-(5,6,7,8-tetrahydro-1,8-naphthyridin-2-yl)butyl)azetidin-1-yl)-3-(6-methoxypyridin-3-yl)propionic acid FC1(CN(C1)[C@@H](CC(=O)O)C=1C=NC(=CC1)OC)CCCCC1=NC=2NCCCC2C=C1